1-(3-(4-amino-5-(4-(cyclopentanecarbonyl)phenyl)-7-methyl-7H-pyrrolo[2,3-d]pyrimidin-6-yl)pyrrolidin-1-yl)prop-2-en-1-one NC=1C2=C(N=CN1)N(C(=C2C2=CC=C(C=C2)C(=O)C2CCCC2)C2CN(CC2)C(C=C)=O)C